5,6,7,8-tetrahydro-3H-quinazolin-4-one N1=CNC(C=2CCCCC12)=O